3-methyl-γ-butyrolactone CC1CC(=O)OC1